ClC1=C(C=CC=C1C1C(NC(CC1)=O)=O)C1=CC=C(C=C1)CC1=CC=C(N1C)C(=O)OC methyl 5-((2'-chloro-3'-(2,6-dioxopiperidin-3-yl)-[1,1'-biphenyl]-4-yl)methyl)-1-methyl-1H-pyrrole-2-carboxylate